N4-(4-chlorophenyl)-7-methylquinazolin-4,8-diamine ClC1=CC=C(C=C1)NC1=NC=NC2=C(C(=CC=C12)C)N